4-fluoro-2-nitro-1-((2,2,2-trifluoroethoxy)methyl)benzene FC1=CC(=C(C=C1)COCC(F)(F)F)[N+](=O)[O-]